C1(CCCCC1)N1C(C2C34C5CC(=CCC5C(C2C1)C4)C3)=O 4-cyclohexyl-4-aza-pentacyclo[9.2.1.11,7.02,6.08,13]-10-pentadecene-3-one